2,6-difluoro-4-[5-(trifluoromethyl)thiophen-3-yl]benzaldehyde FC1=C(C=O)C(=CC(=C1)C1=CSC(=C1)C(F)(F)F)F